5,5'-dibromo-2,2'-bipyridine palladium chloride [Pd](Cl)Cl.BrC=1C=CC(=NC1)C1=NC=C(C=C1)Br